(2S,3R)-1-benzhydryl-2-methylazetidin-3-ol C(C1=CC=CC=C1)(C1=CC=CC=C1)N1[C@H]([C@@H](C1)O)C